pyrrolidine-1,2-dicarboxylic acid amide N1(C(CCC1)C(=O)O)C(=O)N